(S)-tert-butyl 2-(8-amino-1-(4-phenethoxyphenyl)imidazo[1,5-a]pyrazin-3-yl)pyrrolidine-1-carboxylate NC=1C=2N(C=CN1)C(=NC2C2=CC=C(C=C2)OCCC2=CC=CC=C2)[C@H]2N(CCC2)C(=O)OC(C)(C)C